4-[[5-(5-tert-butyl-1,3,4-oxadiazol-2-yl)-4-[[(1S)-2-hydroxy-1-phenyl-ethyl]amino]pyrimidin-2-yl]amino]-N,2-dimethyl-benzamide C(C)(C)(C)C1=NN=C(O1)C=1C(=NC(=NC1)NC1=CC(=C(C(=O)NC)C=C1)C)N[C@H](CO)C1=CC=CC=C1